N1C(C2(C3=CC=CC=C13)CCC(CC2)=O)=O 1',2'-dihydrospiro[cyclohexane-1,3'-indole]-2',4-dione